NC1=C(C(NC2=C(C=CC=C12)C1=C(C=CC(=C1)OCC1=NC=C(C=C1)F)F)=O)C(=O)NCCC 4-amino-8-[2-fluoro-5-[(5-fluoro-2-pyridinyl)methoxy]phenyl]-2-oxo-N-propyl-1H-quinoline-3-carboxamide